FC1=CC=C(C=C1)[C@H](CC(=O)O)CC(=O)OC (R)-3-(4-fluorophenyl)-5-methoxy-5-oxopentanoic acid